C(C)(C)(C)OC(=O)N1CC2N(CCC2C1)C1=NC(=CC(=C1)OC)N 1-(6-amino-4-methoxypyridin-2-yl)hexahydropyrrolo[3,4-b]pyrrole-5(1H)-carboxylic acid tert-butyl ester